C(C1=CC=CC=C1)C=1NC(=NN1)C(=O)NC1=NC=CC(=C1)C1=C(C=CC=C1)OC(C)C 5-benzyl-N-(4-(2-isopropyloxyphenyl)pyridin-2-yl)-4H-1,2,4-triazole-3-carboxamide